FC=1C=C(C(=O)C=2N3C=CC=C3C=CC2)C=CC1 5-(3-Fluorobenzoyl)indolizine